C(C=C)(=O)OC.[NH4+] ammonium (methyl) acrylate